(1S,2S,4R)-rel-7-(4'-cyano-3'-fluoro-6-(6-fluoro-1-methyl-1H-indol-5-yl)-[1,1'-biphenyl]-3-carbonyl)-7-azabicyclo[2.2.1]hept-2-ylcarbamic acid tert-butyl ester C(C)(C)(C)OC(N[C@@H]1[C@@H]2CC[C@H](C1)N2C(=O)C=2C=C(C(=CC2)C=2C=C1C=CN(C1=CC2F)C)C2=CC(=C(C=C2)C#N)F)=O |o1:7,8,11|